ClC=1N=CC2=C(N1)N(C(=C2)C(OCC)OCC)CCNC(OC(C)(C)C)=O tert-butyl N-[2-[2-chloro-6-(diethoxymethyl)pyrrolo[2,3-d]pyrimidin-7-yl]ethyl]carbamate